C(C)(C)(C)OC(=O)N1CCN(CC1)C1=NC=C(C(=N1)C=1C=NC2=CC=CC=C2C1)C1CC1 4-(5-cyclopropyl-4-(quinolin-3-yl)pyrimidin-2-yl)piperazine-1-carboxylic acid tert-butyl ester